2-hydroxyethoxyethanol OCCOC(C)O